C(C1=CC=CC=C1)C(=C)C(=CC)CC1=CC=CC=C1 2,3-dibenzyl-1,3-pentadiene